(E)-1-((4-methoxyphenyl)imino)-2-phenyl-5-(trifluoromethyl)-1H-indene-3-carbaldehyde COC1=CC=C(C=C1)\N=C/1\C(=C(C2=CC(=CC=C12)C(F)(F)F)C=O)C1=CC=CC=C1